FC(OC1=C(C(=C(C=C1)C1=CN=C2N1C=CN=C2NC2=CC(=C(C(=O)NCCC(=O)N1CCN(CC1)C(=O)OC(C)(C)C)C=C2)CC)F)F)F tert-butyl 4-(3-(4-((3-(4-(difluoromethoxy)-2,3-difluorophenyl)imidazo[1,2-a]pyrazin-8-yl)amino)-2-ethylbenzamido)propanoyl)piperazine-1-carboxylate